t-amyl-(2-ethyl) monoperoxycarbonate C(OC(C)C(C)(C)CC)(=O)O[O-]